C(C)(C)C1CN(CCO1)C(=O)NC1=CC(=CC=C1)[C@H](C)SC1=NN=CN1C 2-isopropyl-N-(3-((S)-1-((4-methyl-4H-1,2,4-triazol-3-yl)thio)ethyl)phenyl)morpholine-4-carboxamide